Dimethyl 2-amino-5-bromoterephthalate NC1=C(C(=O)OC)C=C(C(=C1)C(=O)OC)Br